N[C@@H](CC(=O)[O-])C(=O)[O-].[Cr+3].N[C@@H](CC(=O)[O-])C(=O)[O-].N[C@@H](CC(=O)[O-])C(=O)[O-].[Cr+3] |r| chromium DL-aspartate